FC1=C2C(=NC(N(C2=CC=C1)C([2H])([2H])[2H])=O)N1CCOCC2=C1C=CC=C2C#CC2(CC2)C(F)(F)F 5-fluoro-1-(methyl-d3)-4-(6-((1-(trifluoromethyl)cyclopropyl)ethynyl)-2,3-dihydrobenzo[e][1,4]oxazepin-1(5H)-yl)quinazolin-2(1H)-one